FC(C1=CC=C(C=C1)C1=NC=CC(=C1)\C=C/1\C(NC(S1)=O)=O)(F)F (Z)-5-((2-(4-(trifluoromethyl)phenyl)pyridin-4-yl)methylene)thiazolidin-2,4-dione